C1(=CCCCC1)C=1C=C(C(=NC1)[N+](=O)[O-])F 5-(Cyclohex-1-en-1-yl)-3-fluoro-2-nitropyridine